4-((2'-cyano-[1,1'-biphenyl]-4-yl)amino)-1-(2,6-dichlorophenyl)-1H-pyrazole-3-carboxamide C(#N)C1=C(C=CC=C1)C1=CC=C(C=C1)NC=1C(=NN(C1)C1=C(C=CC=C1Cl)Cl)C(=O)N